FC(OC=1C=C2CCCOC2=CC1)(F)F 6-(trifluoromethoxy)chroman